2-HYDROXY-6-METHYLISONICOTINALDEHYDE OC=1C=C(C=O)C=C(N1)C